(4S,5S)-5-(3-bromophenyl)-4-methyloxazolidin-2-one BrC=1C=C(C=CC1)[C@H]1[C@@H](NC(O1)=O)C